4-(difluoro-methoxy)-2-((4-fluoro-2-methylphenyl)amino)benzoic acid FC(OC1=CC(=C(C(=O)O)C=C1)NC1=C(C=C(C=C1)F)C)F